BrC=1C=C(C=C2C(=C(C(=NC12)N1CCC(CC1)OC)C)C#N)Cl 8-bromo-6-chloro-2-(4-methoxypiperidin-1-yl)-3-methylquinoline-4-carbonitrile